CN(C(CCC=1N(C2=C(C(=NC=3C(=C(N=CC23)C2=CC(=CC3=CC=CC=C23)OCOC)F)SC)N1)C1C2CN(C1C2)C(=O)[O-])=O)C 5-(2-(3-(dimethylamino)-3-oxopropyl)-6-fluoro-7-(3-(methoxymethoxy)naphthalen-1-yl)-4-(methylthio)-1H-imidazo[4,5-c][1,6]naphthyridin-1-yl)-2-azabicyclo[2.1.1]hexane-2-carboxylate